tert-butyl (R)-(1-(6-fluoro-1-oxo-3,4-dihydroisoquinolin-2(1H)-yl)propan-2-yl)carbamate FC=1C=C2CCN(C(C2=CC1)=O)C[C@@H](C)NC(OC(C)(C)C)=O